N(=NC(C#N)(C)C)C(C#N)(C)C 2,2'-azobisisobutyronitril